3'-deoxy-3'-[13F]fluorothymidine [13F][C@H]1C[C@@H](O[C@@H]1CO)N1C(=O)NC(=O)C(C)=C1